3-[4-(piperazin-1-yl)phenyl]phenylalanine N1(CCNCC1)C1=CC=C(C=C1)C=1C=C(C[C@H](N)C(=O)O)C=CC1